O=C1NC(CCC1N1C(C2=CC=C(C=C2C1=O)NS(=O)(=O)C1=CC=C(C=C1)OC)=O)=O N-(2-(2,6-dioxopiperidin-3-yl)-1,3-dioxoisoindolin-5-yl)-4-methoxybenzenesulfonamide